calcium t-butylphosphonate monohydrate O.C(C)(C)(C)P([O-])([O-])=O.[Ca+2]